3-[(5Z)-3-(5-Carboxypentyl)-5-[(2E)-2-[6-(diethylamino)-1,1-dimethyl-2H-xanthen-3-ylidene]ethyliden]-2,4,6-trioxo-hexahydropyrimidin-1-yl]propan-1-sulfonat C(=O)(O)CCCCCN1C(N(C(\C(\C1=O)=C/C=C/1\CC(C2=CC3=CC=C(C=C3OC2=C1)N(CC)CC)(C)C)=O)CCCS(=O)(=O)[O-])=O